[(2-fluorophenyl)methyl]-N'-[[5-(trifluoromethyl)-2-pyridyl]methyl]oxamide 2,2,2-trifluoroethyl-2-[(2-fluorophenyl)methyl-[[5-(trifluoromethyl)-2-pyridyl]methyl]amino]-2-oxo-acetate FC(COC(C(=O)N(CC1=NC=C(C=C1)C(F)(F)F)CC1=C(C=CC=C1)F)=O)(F)F.FC1=C(C=CC=C1)CNC(=O)C(=O)NCC1=NC=C(C=C1)C(F)(F)F